CN(C)CC1(CCN(CC1)C1=CC=C(C=C1)NC(=O)C=1C(NC=CC1NC1=C(C2=C(OCCN2)N=C1)C)=O)O N-(4-(4-((dimethylamino)methyl)-4-hydroxypiperidin-1-yl)phenyl)-4-((8-methyl-2,3-dihydro-1H-pyrido[2,3-b][1,4]oxazin-7-yl)amino)-2-oxo-1,2-dihydropyridine-3-carboxamide